FC1=C(C=CC=C1)NC(=O)C1CC2(C1)CCC(CC2)C2=CC=NC1=CC=C(C=C21)F N-(2-fluorophenyl)-7-(6-fluoroquinoline-4-yl)spiro[3.5]nonane-2-carboxamide